FC=1C(=C(C=CC1F)C(=O)N1CC(C1)(O)[C@H]1[C@H](CCCC1)O)NC1=C(C=C(C=C1)I)F 1-({3,4-difluoro-2-[(2-fluoro-4-iodophenyl)amino]phenyl}carbonyl)-3-[(cis)-2-hydroxycyclohexyl]azetidin-3-ol